ClC1=C(C=2N=C(N=C3C2C(=N1)OCCCN3C3CC3)SC)F 5-chloro-11-cyclopropyl-4-fluoro-2-(methylthio)-8,9,10,11-tetrahydro-7-oxa-1,3,6,11-tetraazacycloocta[de]naphthalene